4-[5-(2-aminoethyl)pyridin-2-yl]-3-[(2-methyl-5-piperidin-1-ylpyrazol-3-yl)methyl]benzonitrile NCCC=1C=CC(=NC1)C1=C(C=C(C#N)C=C1)CC=1N(N=C(C1)N1CCCCC1)C